NC1=C(C2=C(N=CN=C2C#CC2=CC(=CC=C2)CN(C)C)N1C1=C(C(=CC=C1C)OC)C)C(=O)N 6-amino-4-((3-((dimethylamino)methyl)phenyl)ethynyl)-7-(3-methoxy-2,6-dimethylphenyl)-7H-pyrrolo[2,3-d]pyrimidine-5-carboxamide